2-[(3-{[2-(5-chloropyridin-2-yl)-2-methyl-2H-1,3-benzodioxol-4-yl]methyl}azetidin-1-yl)methyl]-1-{[(2S)-oxetan-2-yl]methyl}-1H-1,3-benzodiazole-6-carboxylic acid ClC=1C=CC(=NC1)C1(OC2=C(O1)C=CC=C2CC2CN(C2)CC2=NC1=C(N2C[C@H]2OCC2)C=C(C=C1)C(=O)O)C